Triethylammonium 4-{[4-{[bis(4-methoxyphenyl)(phenyl)methoxy]methyl}-1-(6-{[(cholest-5-en-3-yloxy)carbonyl]amino}hexanoyl)piperidin-4-yl]methoxy}-4-oxobutanoate COC1=CC=C(C=C1)C(OCC1(CCN(CC1)C(CCCCCNC(=O)OC1CC2=CC[C@H]3[C@@H]4CC[C@H]([C@@H](CCCC(C)C)C)[C@]4(CC[C@@H]3[C@]2(CC1)C)C)=O)COC(CCC(=O)[O-])=O)(C1=CC=CC=C1)C1=CC=C(C=C1)OC.C(C)[NH+](CC)CC